O1CCN(CC1)C=1C=C2C(=CC=NC2=CC1)C(=O)N 6-morpholino-quinoline-4-carboxamide